N-Formyl-aspartic acid C(=O)N[C@@H](CC(=O)O)C(=O)O